OC=1C=C2CC[C@@H]([C@@H](C2=CC1)C1=CC=C(OCCCCCN2CCN(CC2)C=2C=C3CN(C(C3=C(C2)OC)=O)[C@@H]2C(NC(CC2)=O)=O)C=C1)C1=CC=CC=C1 (3S)-3-[5-[4-[5-[4-[(1R,2S)-6-hydroxy-2-phenyl-tetralin-1-yl]phenoxy]pentyl]piperazin-1-yl]-7-methoxy-1-oxo-isoindolin-2-yl]piperidine-2,6-dione